C1(=CC=CC=C1)C1=C(N)C=CC(=C1)C1=CC=CC=C1 2,4-diphenylaniline